Dichloro(phenylmethylene)(tricyclohexylphosphine) ruthenium (II) [Ru+2].ClC1C(C(CCC1)(P(C1CCCCC1)C1CCCCC1)Cl)=CC1=CC=CC=C1